BrC1=CC2=C(OC(O2)(F)F)C=C1 5-bromo-2,2-difluorobenzo[d][1,3]dioxolane